((2S,4R,5R)-4-Acetoxy-5-(2-amino-8-oxo-7-(2,2,3,3,3-pentafluoropropyl)-7,8-dihydro-9H-purin-9-yl) tetrahydrofuran-2-yl)methyl acetate C(C)(=O)OC[C@H]1O[C@H]([C@@H](C1)OC(C)=O)N1C2=NC(=NC=C2N(C1=O)CC(C(F)(F)F)(F)F)N